O1CC(C1)NC(O[C@@H]1CC[C@H](CC1)C(N(CC12CCC(CC1)(CC2)C2=CC(=C(C=C2)OC)C)C2=NC=CC(=C2)C2=CN=C(S2)C(C)(C)C)=O)=O 4-((4-(2-(tert-Butyl)thiazol-5-yl)pyridin-2-yl)((4-(4-methoxy-3-methylphenyl)bicyclo[2.2.2]octan-1-yl)methyl)carbamoyl)(trans-cyclohexyl) oxetan-3-ylcarbamate